tri(allyl)chlorosilane C(C=C)[Si](Cl)(CC=C)CC=C